4-Acrylamido-3-(2-ethyl-10-(2-((4-fluorophenyl)amino)-2-oxoethyl)-4-oxo-4,10-dihydrobenzo[4,5]imidazo[1,2-a]pyrimidin-3-yl)-N-(2-methoxyethyl)benzamide C(C=C)(=O)NC1=C(C=C(C(=O)NCCOC)C=C1)C1=C(N=C2N(C1=O)C1=C(N2CC(=O)NC2=CC=C(C=C2)F)C=CC=C1)CC